FC=1C=C(OC2=C(C3=C(C(N(S3(=O)=O)C)(C)O)C=C2)C)C=C(C1)F 6-(3,5-difluorophenoxy)-3-hydroxy-2,3,7-trimethyl-2,3-dihydrobenzo[d]isothiazole-1,1-dioxide